C1(=CC=CC2=CC=CC=C12)N(C1=CC=C(C=C1)C1=CC=C(C=C1)N(C1=CC=CC=C1)C1=CC=CC2=CC=CC=C12)C1=CC=CC=C1 N,N'-bis(1-naphthalenyl)-N,N'-bis-phenyl-(1,1'-biphenyl)-4,4'-diamine